tert-butyl 8-methoxy-4-[1-methyl-7-[4-(4-methylpiperazin-1-yl) anilino]-2-oxo-4H-pyrimido[4,5-d]pyrimidin-3-yl]-3,4-dihydro-2H-quinoline-1-carboxylate COC=1C=CC=C2C(CCN(C12)C(=O)OC(C)(C)C)N1C(N(C2=NC(=NC=C2C1)NC1=CC=C(C=C1)N1CCN(CC1)C)C)=O